2-(6-{(S)-4-[4-(2-chloro-benzyl)-6,7-dihydro-5H-cyclopenta[d]pyridazin-1-yl]-3-methyl-piperazin-1-yl}-pyridin-3-yl)-propan-2-ol ClC1=C(CC=2C3=C(C(=NN2)N2[C@H](CN(CC2)C2=CC=C(C=N2)C(C)(C)O)C)CCC3)C=CC=C1